((1R,3R,4R)-4-amino-3-hydroxycyclohexyl)(imino)(methyl)-λ6-sulfanone N[C@H]1[C@@H](C[C@@H](CC1)S(=O)(C)=N)O